BrC1=CN=C(N1C)C1=CC=CC=C1 5-bromo-1-methyl-2-phenyl-imidazole